4-(1-(3-(trifluoromethyl)-7,8-dihydro-[1,2,4]triazolo[4,3-b]pyridazin-6-yl)piperidin-4-yl)phenoxyacetic acid tert-butyl ester C(C)(C)(C)OC(COC1=CC=C(C=C1)C1CCN(CC1)C=1CCC=2N(N1)C(=NN2)C(F)(F)F)=O